BrC1=CC(=CC(=C1)CC)CC 1-bromo-3,5-diethylbenzene